tert-Butyl (3-((tert-butoxycarbonyl)amino)propyl)(3-((4-((4-cyclobutylpiperidin-1-yl)sulfonyl)phenyl) carbamoyl)-4-(N-methylmethylsulfonamido)benzyl)carbamate C(C)(C)(C)OC(=O)NCCCN(C(OC(C)(C)C)=O)CC1=CC(=C(C=C1)N(S(=O)(=O)C)C)C(NC1=CC=C(C=C1)S(=O)(=O)N1CCC(CC1)C1CCC1)=O